(S)-2-((2-((S)-4-(Difluoromethyl)-2-oxooxazolidin-3-yl)-5,6-dihydrobenzo[f][1,2,4]triazolo[1,5-d][1,4]oxazepin-9-yl)amino)propanamide FC([C@H]1N(C(OC1)=O)C1=NN2CCOC3=C(C2=N1)C=CC(=C3)N[C@H](C(=O)N)C)F